COC(CCCN(C=1SC2=C(N1)C=CC(=C2)C(=O)OC2=CC=C(C=C2)C(N)=N)C)=O 4-Carbamimidoylphenyl 2-((4-methoxy-4-oxobutyl)(methyl)amino)benzo[d]thiazole-6-carboxylate